CS(=O)(=O)OC(C)([2H])[2H] ethyl-1,1-d2 Methanesulfonate